Methyl 4-(imidazo[2,1-a][2,7]naphthyridin-2-yl)benzoate N=1C(=CN2C1C1=CN=CC=C1C=C2)C2=CC=C(C(=O)OC)C=C2